5-hydroxy-4-(hydroxymethyl)-2,4-dimethylpentanoic acid OCC(CC(C(=O)O)C)(C)CO